1-isopropyl-N-(piperidin-4-ylmethyl)-8-(pyridin-4-yl)-1H-pyrazolo[3,4-d]pyrrolo[1,2-b]pyridazin-3-amine C(C)(C)N1N=C(C2=C1C=1N(N=C2)C=C(C1)C1=CC=NC=C1)NCC1CCNCC1